ClC=1C=NC(=NC1)N1CC2CCC(C1)N2C(CCCC2=NNC(C1=C(C=CC=C21)F)=O)=O 4-(4-(3-(5-chloropyrimidin-2-yl)-3,8-diazabicyclo[3.2.1]octan-8-yl)-4-oxobutyl)-8-fluorophthalazin-1(2H)-one